C1=CC(=CC=2SC3=C(C21)C=CC=C3)NC3=CC=C(C=C3)N(C3=CC=CC=C3)C3=CC=CC=C3 N1-(dibenzo[b,d]thiophen-3-yl)-N4,N4-diphenyl-benzene-1,4-diamine